[K+].FC(C(OC(C(C(C(C(C(Cl)(F)F)(F)F)(F)F)(F)F)(F)F)(F)F)(F)F)(S(=O)(=O)[O-])F perfluoro-9-chloro-3-oxanonanesulfonic acid potassium salt